ClC=1C(=C(C(=CC1Cl)Cl)OC(C(=O)OC1=C(C(=C(C=C1Cl)Cl)Cl)C(=O)OCC1=CC(=CC=C1)C)=O)C(=O)OCC1=CC(=CC=C1)C bis(3,4,6-trichloro-2-{[(3-methylphenyl)methoxy]carbonyl} phenyl)oxalate